N-(5-((5-chloro-4-((1-(methylsulfonyl)indolin-7-yl)amino)pyrimidin-2-yl)amino)-2-(4-(dimethylamino)piperidin-1-yl)-4-methoxyphenyl)acrylamide ClC=1C(=NC(=NC1)NC=1C(=CC(=C(C1)NC(C=C)=O)N1CCC(CC1)N(C)C)OC)NC=1C=CC=C2CCN(C12)S(=O)(=O)C